N-(1-(5-(3-((5-cyano-4-(4-fluorophenyl)thiazol-2-yl)(methyl)amino)-2-ethylimidazo[1,2-a]pyridin-6-yl)pyridin-2-yl)piperidin-4-yl)-1-hydroxycyclopropane-1-carboxamide C(#N)C1=C(N=C(S1)N(C1=C(N=C2N1C=C(C=C2)C=2C=CC(=NC2)N2CCC(CC2)NC(=O)C2(CC2)O)CC)C)C2=CC=C(C=C2)F